[(trifluoromethyl)sulfanyl]indolizin FC(F)(F)SC=1C=CN2C=CC=CC12